4-[3-[2,6-dichloro-4-(5,8-dioxa-2-azaspiro[3.5]nonan-2-yl)benzoyl]-2,4-dihydro-1,3-benzoxazine-8-yl]-5-fluoro-2-(3-oxa-8-azabicyclo[3.2.1]octan-8-yl)benzoic acid ClC1=C(C(=O)N2COC3=C(C2)C=CC=C3C3=CC(=C(C(=O)O)C=C3F)N3C2COCC3CC2)C(=CC(=C1)N1CC2(C1)OCCOC2)Cl